1-((4-(Trifluoromethyl)cyclohexyl)methyl)-1H-indol-5-amine FC(C1CCC(CC1)CN1C=CC2=CC(=CC=C12)N)(F)F